7-cyclobutoxy-2-methyl-N-(6-(3-methylpiperazin-1-yl)pyridazin-3-yl)imidazo[1,2-a]pyridine-6-carboxamide hydrochloride Cl.C1(CCC1)OC1=CC=2N(C=C1C(=O)NC=1N=NC(=CC1)N1CC(NCC1)C)C=C(N2)C